COC(\C=C(/C1=CC=CC=C1)\C1=C(C=CC=C1)OCOC)=O (E)-3-(2-methoxymethoxy-phenyl)-3-(phenyl)-acrylic acid methyl ester